C(C)(C)(C)C1=CC=CC2=CC=CC=C12 1-tert-butylnaphthalene